7-((3-hexylnonyl)oxy)-7-oxoheptanoic acid C(CCCCC)C(CCOC(CCCCCC(=O)O)=O)CCCCCC